N6'-(2-(1-(2,2-Difluoroethyl)-1H-pyrazol-4-yl)pyrimidin-4-yl)-N4'-((1s,4s)-4-fluorocyclohexyl)-5-((4-methylpiperazin-1-yl)methyl)-[2,3'-bipyridine]-4',6'-diamine FC(CN1N=CC(=C1)C1=NC=CC(=N1)NC1=CC(=C(C=N1)C1=NC=C(C=C1)CN1CCN(CC1)C)NC1CCC(CC1)F)F